FC=1C=C(C=CC1OC1=CC=NC2=CC(=C(C=C12)OCCN1CCOCC1)OC)NC(=O)C1=C2C(=CN(C1=O)C1=CC=C(C=C1)F)CCO2 N-(3-fluoro-4-{[7-methoxy-6-(2-morpholinoethoxy)quinolin-4-yl]oxy}phenyl)-5-(4-fluorophenyl)-6-oxo-2,3,5,6-tetrahydrofuro[3,2-c]pyridine-7-carboxamide